C(C)(C)(C)OC(=O)N1[C@@H](C[C@@H](C1)O[Si](C)(C)C(C)(C)C)C(N(C)C1=CC(=C(C=C1)F)Cl)=O.CN1CCN(CC1)C 1,4-dimethyl-piperazine (2S,4S)-tert-butyl-4-((tert-butyl-dimethylsilyl)oxy)-2-((3-chloro-4-fluorophenyl)(methyl)carbamoyl)-pyrrolidine-1-carboxylate